C1(CCCCC1)C(C(O)O)C 2-cyclohexyl-propanediol